NC(C(=O)O)C(C)C1=C(C(=CC=C1F)C)C 2-amino-3-(6-fluoro-2,3-dimethylphenyl)butanoic acid